C1CCC(CC1)NC(=O)NC2=CC=C(C=C2)I n-cyclohexyl-n'-(4-iodophenyl)urea